5-bromo-6-fluoro-1-methyl-1,2,3-benzotriazole BrC1=CC2=C(N(N=N2)C)C=C1F